3,6,9,12-Tetrakis(carboxymethyl)-3,6,9,12-tetra-azatetradecanedioic acid C(=O)(O)CN(CC(=O)O)CCN(CCN(CCN(CC(=O)O)CC(=O)O)CC(=O)O)CC(=O)O